2-(7-(5-(chlorodifluoromethyl)-1,2,4-oxadiazol-3-yl)imidazo[1,2-a]pyridin-2-yl)-N-((isoxazol-4-ylmethyl)(methyl)(oxo)-λ6-sulfaneylidene)acetamide ClC(C1=NC(=NO1)C1=CC=2N(C=C1)C=C(N2)CC(=O)N=S(=O)(C)CC=2C=NOC2)(F)F